OC(C)C1CCN(CC1)C(=O)[O-] 4-(1-hydroxyethyl)piperidine-1-carboxylate